5-chloro-1-(4-cyclopropylphenyl)-3,3-dimethyl-2,3-dihydro-1H-pyrrolo[3,2-b]pyridine ClC1=CC=C2C(=N1)C(CN2C2=CC=C(C=C2)C2CC2)(C)C